((4-amino-3-nitrophenyl) amino)-6-propylpyrimidin-4-yl 4-bromophenylsulfonate BrC1=CC=C(C=C1)S(=O)(=O)OC1=NC(=NC(=C1)CCC)NC1=CC(=C(C=C1)N)[N+](=O)[O-]